5-fluoro-7-methyl-2,3-dihydro-1H-inden-1-one FC=1C=C2CCC(C2=C(C1)C)=O